3-(4-(2-(thiophene-2-yl)imidazo[4,5-d]pyrrolo[2,3-b]pyridin-1(6H)-yl)-1H-pyrazol-1-yl)propionitrile S1C(=CC=C1)C1=NC=2C(=C3C(=NC2)NC=C3)N1C=1C=NN(C1)CCC#N